BrC=1C(N(N=CC1N[C@H]1CNC[C@H](C1)C1=CC=C(C=C1)CCl)C)=O 4-bromo-5-[[(3R,5R)-5-[4-(chloromethyl)phenyl]-3-piperidyl]amino]-2-methyl-pyridazin-3-one